BrC1=CC2=C(OCC3(N2C(=O)OC(C)(C)C)CC3)N=C1 tert-butyl 7'-bromo-1'H,3'H-spiro[cyclopropane-1,2'-pyrido[2,3-b][1,4]oxazine]-1'-carboxylate